3-hydroxybicyclo[1.1.1]pentane-1-carboxylic acid methyl ester COC(=O)C12CC(C1)(C2)O